BrC=1C=NN2C1N=C(N=C2NCC=2NC(=CN2)C2=CC(=CC=C2)Cl)N2CCOCC2 8-bromo-N-{[5-(3-chlorophenyl)-1H-imidazol-2-yl]methyl}-2-(morpholin-4-yl)pyrazolo[1,5-a][1,3,5]triazin-4-amine